C(#N)C1CC2(C1)C[C@H](N(CC2)CC2=C1C=CNC1=C(C=C2OC)C)C2=CC=C(C(=O)NCC1=CC=NN1C)C=C2 4-((2R,4s,6S)-2-cyano-7-((5-methoxy-7-methyl-1H-indol-4-yl)methyl)-7-azaspiro[3.5]nonan-6-yl)-N-((1-methyl-1H-pyrazol-5-yl)methyl)benzamide